C(C)OC1=C(C=NC=C1)C=1CCN(CC1)C(=O)[O-] 4-ethoxy-1',2',3',6'-tetrahydro-[3,4'-bipyridine]-1'-carboxylate